CC(C)[C@@H](C(=O)NC=1SC(=C(N1)C)C1=NOC(=N1)C)N1C(NC2=CC=CC=C2C1=O)=O (αS)-1,4-Dihydro-α-(1-methylethyl)-N-[4-methyl-5-(5-methyl-1,2,4-oxadiazol-3-yl)-2-thiazolyl]-2,4-dioxo-3(2H)-quinazolineacetamide